(E)-6-[6-cyclopropyl-5-oxo-7-(trifluoromethyl)imidazo[1,2-c]pyrimidin-2-yl]-5-ethylsulfonyl-pyridine-3-carbaldehyde oxime C1(CC1)N1C(N2C(C=C1C(F)(F)F)=NC(=C2)C2=C(C=C(C=N2)/C=N/O)S(=O)(=O)CC)=O